Aza-Indol N1N=CC2=CC=CC=C12